ethyliminotri(dimethylamino)niobium C(C)N=[Nb](N(C)C)(N(C)C)N(C)C